CC(C(=O)OCC)CC(C)C ethyl (E)-2,4-dimethyl-pentanoate